(10S)-10-(4-tert-butylphenyl)-6-(2,6-dimethylphenyl)-2,2-dioxo-9-oxa-2λ6-thia-3,5,12,19-tetrazatricyclo[12.3.1.14,8]nonadeca-1(18),4(19),5,7,14,16-hexaen-13-one C(C)(C)(C)C1=CC=C(C=C1)[C@@H]1OC2=CC(=NC(NS(C=3C=CC=C(C(NC1)=O)C3)(=O)=O)=N2)C2=C(C=CC=C2C)C